[C@@H]1(C[C@](O)([C@@H](CO)O1)C(C(=O)[O-])(CC(=O)[O-])CC1=CC(=C(C(=C1)OCCCCCCCCCCCCCCCCCC)OCCCCCCCCCCCCCCCCCC)OCCCCCCCCCCCCCCCCCC)N1C(=O)NC(=O)C(C)=C1 thymidin-3'-yl-[3,4,5-tris(octadecyloxy)benzyl]succinate